4-phenethyl-N-((1R,2S,3R,4S)-2,3,4-trihydroxycyclohexyl)piperidine-2-carboxamide C(CC1=CC=CC=C1)C1CC(NCC1)C(=O)N[C@H]1[C@@H]([C@@H]([C@H](CC1)O)O)O